5-(2,4'-Difluoro-3'-methylbiphenyl-4-yl)-3,6-dihydro-2H-1,3,4-oxadiazin-2-one FC1=C(C=CC(=C1)C1=NNC(OC1)=O)C1=CC(=C(C=C1)F)C